dihexyl 3,6-dimethylcyclohexane-1,2-dicarboxylate CC1C(C(C(CC1)C)C(=O)OCCCCCC)C(=O)OCCCCCC